ethyl (4S,5S)-5-amino-4-(7-((tert-butoxycarbonyl)(thiophen-2-ylmethyl)amino)-5-chloro-3-methylthieno[3,2-b]pyridin-2-yl)cyclohex-1-ene-1-carboxylate N[C@@H]1[C@H](CC=C(C1)C(=O)OCC)C1=C(C2=NC(=CC(=C2S1)N(CC=1SC=CC1)C(=O)OC(C)(C)C)Cl)C